N(=[N+]=[N-])CC1=CC=CC(=N1)N1CC(OC(C1)C)C 4-(6-(azidomethyl)pyridin-2-yl)-2,6-dimethylmorpholine